C(CCCCCCCCCCC)C(C(=O)O)(CSCCC(=O)O)CCCCCCCCCCCC.S(CCC(=O)OCCCCCCCCCCCC)CCC(=O)OCCCCCCCCCCCC dilauryl thiodipropionate (dilaurylthiodipropionate)